2-(((3-exo)-8-(2-cyanoethyl)-8-azabicyclo[3.2.1]oct-3-yl)(methyl)amino)-N-(2-hydroxyethyl)-6-((5-methylthiooxazol-2-yl)amino)pyrimidine-4-carboxamide C(#N)CCN1C2CC(CC1CC2)N(C2=NC(=CC(=N2)C(=O)NCCO)NC=2OC(=CN2)SC)C